ClC=1C=C2C=C(N(C2=CC1C(=O)O)S(=O)(=O)C1=CC=CC=C1)CNC(=O)C1(CC1)C 5-chloro-2-((1-methylcyclopropane-1-carboxamido)methyl)-1-(phenylsulfonyl)-1H-indole-6-carboxylic acid